1-[3-(4-Fluoro-benzyl)-3H-imidazo[4,5-b]pyridin-2-ylmethyl]-3-[(S)-1-(3-methoxy-phenyl)-ethyl]-urea FC1=CC=C(CN2C(=NC=3C2=NC=CC3)CNC(=O)N[C@@H](C)C3=CC(=CC=C3)OC)C=C1